2-methyl-6-(4-fluorobenzylamino)purine CC1=NC(=C2NC=NC2=N1)NCC1=CC=C(C=C1)F